5-(2-fluoro-4-methoxyphenyl)-3,3-dimethyl-N-pentylmorpholine-4-carboxamide FC1=C(C=CC(=C1)OC)C1COCC(N1C(=O)NCCCCC)(C)C